(11R)-3-(methoxymethyl)-11-oct-7-enyl-2,2-dioxo-6-(2-vinylphenyl)-9-oxa-2λ6-thia-3,5,12,19-tetrazatricyclo[12.3.1.14,8]nonadeca-1(17),4(19),5,7,14(18),15-hexaen-13-one COCN1S(C2=CC=CC(C(N[C@@H](COC3=CC(=NC1=N3)C3=C(C=CC=C3)C=C)CCCCCCC=C)=O)=C2)(=O)=O